N=1C=CN2C1C=CC(=C2)C2=CC(=C1C=CC=NC1=C2)C2(CC2)NC(C2=C(C=CC(=C2)OC[C@H]2N(CC2)C)C)=O (S)-N-(1-(7-(Imidazo[1,2-a]pyridin-6-yl)quinolin-5-yl)cyclopropyl)-2-methyl-5-((1-methylazetidin-2-yl)methoxy)benzamide